tert-butyl 4-[4-[4-[(5-bromo-1-methyl-imidazole-2-carbonyl)amino]-2-chloro-benzoyl]piperazine-1-carbonyl]piperidine-1-carboxylate BrC1=CN=C(N1C)C(=O)NC1=CC(=C(C(=O)N2CCN(CC2)C(=O)C2CCN(CC2)C(=O)OC(C)(C)C)C=C1)Cl